[C@H]12CN(C[C@H](CC1)N2)C2=NC(=NC1=C(C(=CC=C21)C2=CC(=CC1=CC=CC=C21)O)F)OCC2(CCC2)CO 4-(4-((1R,5S)-3,8-diazabicyclo[3.2.1]octan-3-yl)-8-fluoro-2-((1-(hydroxymethyl)cyclobutyl)methoxy)quinazolin-7-yl)naphthalen-2-ol